NC1=C(C=CC=C1)NC(CCCCN1N=C(C=2C(C1=O)=NN(C2C)C2=CC=C(C=C2)C)C)=O N-(2-aminophenyl)-5-(3,4-dimethyl-7-oxo-2-(p-tolyl)-2,7-dihydro-6H-pyrazolo[3,4-d]pyridazin-6-yl)pentanamide